CC1=NC(=NC=C1S(=O)(=O)N1CC2(C1)CN(C2)C2CCN(CC2)C(C)=O)C(F)(F)F 1-[4-[2-[4-methyl-2-(trifluoromethyl)pyrimidin-5-yl]sulfonyl-2,6-diazaspiro[3.3]heptan-6-yl]piperidin-1-yl]ethanone